(+/-)-4-[2-(2-methoxy-4-methylsulfonyl-phenyl)azepan-1-yl]-6-methyl-pyrimidin-2-amine COC1=C(C=CC(=C1)S(=O)(=O)C)[C@@H]1N(CCCCC1)C1=NC(=NC(=C1)C)N |r|